CN1CC2=C(CC1)N=C(S2)C(=O)[O-] 5-methyl-4,5,6,7-tetrahydrothiazolo[5,4-c]pyridine-2-carboxylate